3-(4-((2-azidoethyl)amino)-1,2,5-oxadiazol-3-yl)-4-(3-bromobenzyl)-1,2,4-oxadiazol-5(4H)-one N(=[N+]=[N-])CCNC=1C(=NON1)C1=NOC(N1CC1=CC(=CC=C1)Br)=O